6-[(2S)-2-aminopropyl]-2-chloro-5-fluoro-N-[(1,3-thiazol-2-yl)methyl]-7H-pyrrolo[2,3-d]pyrimidin-4-amine hydrochloride Cl.N[C@H](CC1=C(C2=C(N=C(N=C2NCC=2SC=CN2)Cl)N1)F)C